4-Benzyloxy-2-bromo-3,5,6-trimethyl-pyridine C(C1=CC=CC=C1)OC1=C(C(=NC(=C1C)C)Br)C